[Br-].C(CCC)N1CN(C=C1)C=C 1-butyl-3-vinyl-imidazole bromide salt